5-cyclopentyl-2-[5-nitro-2-(1,3-thiazol-5-ylsulfanyl)benzamido]pyridine-4-carboxamide C1(CCCC1)C=1C(=CC(=NC1)NC(C1=C(C=CC(=C1)[N+](=O)[O-])SC1=CN=CS1)=O)C(=O)N